1-(2-(2-ethoxy-7-methylquinoxalin-5-yl)-6-methoxybenzo[d]Thiazol-4-yl)-2,2-dimethylpropan-1-ol C(C)OC1=NC2=CC(=CC(=C2N=C1)C=1SC2=C(N1)C(=CC(=C2)OC)C(C(C)(C)C)O)C